N-Ethyl-5-fluoro-N-isopropyl-2-((4-(7-(((2S,5R)-5-(propylsulfonamido)tetrahydro-2H-pyran-2-yl)methyl)-2,7-diazaspiro[3.5]nonan-2-yl)pyrimidin-5-yl)oxy)benzamide C(C)N(C(C1=C(C=CC(=C1)F)OC=1C(=NC=NC1)N1CC2(C1)CCN(CC2)C[C@H]2OC[C@@H](CC2)NS(=O)(=O)CCC)=O)C(C)C